3-(3,4-dichlorophenyl)-2,2-difluoro-3-hydroxypropionamide ClC=1C=C(C=CC1Cl)C(C(C(=O)N)(F)F)O